2-(3-fluoro-2-methoxy-5-((R)-tetrahydrofuran-2-yl)phenyl)-2-((R)-3-((5-(5,6,7,8-tetrahydro-1,8-naphthyridin-2-yl)pentyl)oxy)pyrrolidin-1-yl)acetic acid FC=1C(=C(C=C(C1)[C@@H]1OCCC1)C(C(=O)O)N1C[C@@H](CC1)OCCCCCC1=NC=2NCCCC2C=C1)OC